FC(CN1CCN(CC1)CC1=C(C=C(C=C1)N=C=S)C(F)(F)F)F 1-(2,2-difluoroethyl)-4-(4-isothiocyanato-2-(trifluoromethyl)benzyl)piperazine